BrCCC=1N([C@]2([C@](O)([C@](O)([C@@](C(O)(OCC)OCC)(O2)OCC)OCC)OCC)SC=2C=CSC2)C=2N=C(NC(C2N1)=O)N 8-(2-Bromoethyl)-(pentaethoxy)-(4-thiophenylthio)guanosine